1-(4-(5-(4-(3-fluoro-5-(piperazin-1-yl)phenoxy)piperidine-1-carbonyl)-2-(((S)-pyrrolidin-3-yl)oxy)phenyl)piperidin-1-yl)-2-hydroxypropan-1-one dihydrochloride Cl.Cl.FC=1C=C(OC2CCN(CC2)C(=O)C=2C=CC(=C(C2)C2CCN(CC2)C(C(C)O)=O)O[C@@H]2CNCC2)C=C(C1)N1CCNCC1